CC=1C=C(C=CC1OC1=CC=2N(C=C1)N=CN2)NC=2C1=C(N=CN2)C=CC(=N1)N1CCN(CC1)C(C=C)=O 1-(4-{4-[(3-methyl-4-{[1,2,4]triazolo[1,5-a]pyridin-7-yloxy}phenyl)amino]pyrido[3,2-d]pyrimidin-6-yl}piperazin-1-yl)prop-2-en-1-one